copper-silver phosphate P(=O)([O-])([O-])[O-].[Ag+].[Cu+2]